4,5-dimethyl-1,3-thiazol-2-amine CC=1N=C(SC1C)N